(S)-1-(5-chloro-2-methoxy-4-((2-methyl-3-(4,4,5,5-tetramethyl-1,3,2-dioxaborolan-2-yl)benzyl)oxy)benzyl)piperidine-2-carboxylic acid ClC=1C(=CC(=C(CN2[C@@H](CCCC2)C(=O)O)C1)OC)OCC1=C(C(=CC=C1)B1OC(C(O1)(C)C)(C)C)C